(1R,3R,3aS,6aS)-4,6-dioxo-3,3a-diphenyl-5-benzyloctahydropyrrolo[3,4-c]pyrrole-1-carboxylic acid methyl ester COC(=O)[C@@H]1N[C@@H]([C@]2([C@@H]1C(N(C2=O)CC2=CC=CC=C2)=O)C2=CC=CC=C2)C2=CC=CC=C2